2-[5-ethylsulfanyl-6-[6-methyl-5-oxo-7-(trifluoromethyl)-imidazo[1,2-c]Pyrimidin-2-yl]-3-pyridyl]-2-methyl-propionitrile C(C)SC=1C=C(C=NC1C=1N=C2N(C(N(C(=C2)C(F)(F)F)C)=O)C1)C(C#N)(C)C